5-(4-(4-(8-bromoquinoxalin-2-yl)-1H-pyrazol-1-yl)piperidin-1-yl)-N-((2-(2,6-dioxopiperidin-3-yl)-1-oxoisoindolin-5-yl)methyl)-N-methyl-5-oxopentanoic acid amide BrC=1C=CC=C2N=CC(=NC12)C=1C=NN(C1)C1CCN(CC1)C(CCCC(=O)N(C)CC=1C=C2CN(C(C2=CC1)=O)C1C(NC(CC1)=O)=O)=O